COC1=C(C=C(C=C1)C(F)(F)F)CO (2-methoxy-5-(trifluoromethyl)phenyl)methanol